N1C(=NC2=C1C=CC=C2)C2=C(C(=CC=C2)Cl)C=2C(=CC(=CC2)C(N[C@@H](CCC)C2=CC=NC=C2)=O)C(=O)O (S)-2'-(1H-1,3-benzodiazol-2-yl)-6'-chloro-4-{[1-(pyridin-4-yl)butyl]carbamoyl}-[1,1'-biphenyl]-2-carboxylic acid